C(CCCC)C1CCC(O1)=O Dihydro-5-pentylfuran-2(3H)-one